1,1-di-t-hexylcyclohexane C(C)(C)(CCC)C1(CCCCC1)C(C)(C)CCC